3-azabicyclo-[3.2.1]octane C12CNCC(CC1)C2